5-(pyridin-4-ylamino)-2-(3-(pyridin-4-ylamino)phenyl)isoindolin-1-one N1=CC=C(C=C1)NC=1C=C2CN(C(C2=CC1)=O)C1=CC(=CC=C1)NC1=CC=NC=C1